FC1=C(C(=CC(=C1)OC)F)C1=C(C(N(N1C)C1=NC(=CC(=C1)OC)N1CCCC1)=O)NC(C1=CC=C(C=C1)OC(F)F)=O N-(5-(2,6-difluoro-4-methoxyphenyl)-2-(4-methoxy-6-(pyrrolidin-1-yl)pyridin-2-yl)-1-methyl-3-oxo-2,3-dihydro-1H-pyrazol-4-yl)-4-(difluoromethoxy)benzamide